tert-butyl ((S)-(7-((R)-cyclopropyl((R)-4-cyclopropyl-2-oxoimidazolidin-1-yl)methyl)imidazo[1,2-b]pyridazin-2-yl)(4,4-difluorocyclohexyl)methyl)carbamate C1(CC1)[C@H](C1=CC=2N(N=C1)C=C(N2)[C@H](C2CCC(CC2)(F)F)NC(OC(C)(C)C)=O)N2C(N[C@@H](C2)C2CC2)=O